C(C)[C@@H]1N(C[C@H](N(C1)C(C)C=1C=C2N=CC=NC2=CC1)CC)C=1N(N=C2C1N(C(C=C2)=O)C)C2OCCCC2 ((2S,5R)-2,5-diethyl-4-(1-(quinoxalin-6-yl)ethyl)piperazin-1-yl)-4-methyl-2-(tetrahydro-2H-pyran-2-yl)-2,4-dihydro-5H-pyrazolo[4,3-b]pyridin-5-one